2-(6-methyl-4-(trifluoromethyl)pyridin-2-yl)-3-(1-(m-tolyl)-1H-1,2,4-triazol-5-yl)hexahydrocyclopenta[c]pyrrol-1(2H)-one CC1=CC(=CC(=N1)N1C(C2C(C1C1=NC=NN1C=1C=C(C=CC1)C)CCC2)=O)C(F)(F)F